ClC1=CC=C(C=C1)C1N(C(C2=CC=CC(=C12)F)=O)CC1=NC=C(C=C1)Cl 3-(4-chlorophenyl)-2-[(5-chloropyridin-2-yl)methyl]-4-fluoro-2,3-dihydro-1H-isoindol-1-one